tris-(2-methylaziridinyl)phosphine oxide CC1N(C1)P(N1C(C1)C)(N1C(C1)C)=O